[Ru].[Ta] tantalum-ruthenium